BrC1=C2CCC[C@@H](C2=CC=C1)NC=1N=C(C(=NC1)C#N)OC (S)-5-(5-bromo-1,2,3,4-tetrahydronaphthalen-1-yl)amino-3-methoxypyrazine-2-carbonitrile